N2-(6-toluenesulfonyl-imidazo[4,5-d]pyrrolo[2,3-b]pyridine-1(6H)-yl)propane-1,2-diamine C(C1=CC=CC=C1)S(=O)(=O)N1C=CC=2C1=NC=C1C2N(C=N1)NC(CN)C